5-[4-[(1S)-1-aminoethyl]phenyl]thiazol-4-amine hydrochloride Cl.N[C@@H](C)C1=CC=C(C=C1)C1=C(N=CS1)N